NC=1C=C(C=CC1Cl)C1=CC=2C3=C(C=NC2C=C1)N(C(N3C=3C=C(C#N)C=CC3C)=N)C 3-(8-(3-Amino-4-chlorophenyl)-2-imino-3-methyl-2,3-dihydro-1H-imidazo[4,5-c]quinolin-1-yl)-4-methylbenzonitrile